1-(2-fluoro-4-pyridyl)-3-phenylurea FC1=NC=CC(=C1)NC(=O)NC1=CC=CC=C1